O1C(=NC2=C1C=CC=C2)C=2N=C(NC(C2O)=O)N2[C@@H](C1=CC(=CC=C1CC2)C(=O)N(C)C)C2=CC=CC=C2 (1R)-2-[4-(1,3-benzoxazol-2-yl)-5-hydroxy-6-oxo-1H-pyrimidin-2-yl]-N,N-dimethyl-1-phenyl-3,4-dihydro-1H-isoquinoline-7-carboxamide